7-(thiazol-5-yl)benzo[e][1,2,4]Triazine 1,4-dioxide S1C=NC=C1C1=CC2=C([N+](=CN=[N+]2[O-])[O-])C=C1